N,N-dipropylmethan-1-amine C(CC)N(C)CCC